1-fluoro-2-[2-fluoro-4-methyl-5-(2,2,2-trifluoroethylsulfanyl)phenyl]-5-methyl-4-(2,2,2-trifluoroethylsulfanyl)benzene FC1=C(C=C(C(=C1)C)SCC(F)(F)F)C1=C(C=C(C(=C1)SCC(F)(F)F)C)F